CC1=C(C(=NC2=NC=CN=C21)C2=NC1=CC=C(C=C1N=C2C2=CC=CC=C2)C(F)(F)F)C2=CC=CC=C2 8-methyl-7-phenyl-6-(3-phenyl-6-(trifluoromethyl)quinoxalin-2-yl)pyrido[2,3-b]Pyrazine